CN(C)C=C(C#N)C(C(Cl)Cl)=O 2-((dimethylamino)methylene)-4,4-dichloro-3-oxo-butyronitrile